ClC=1C=C(C=C(C1CC=1OC(N(N1)C1CCOCC1)=O)Cl)N1N=CC(NC1=O)=O 2-(3,5-dichloro-4-((5-oxo-4-(tetrahydro-2H-pyran-4-yl)-4,5-dihydro-1,3,4-oxadiazol-2-yl)methyl)phenyl)-1,2,4-triazine-3,5(2H,4H)-dione